2-(7-bromo-naphthalen-2-yl)-benzothiophene BrC1=CC=C2C=CC(=CC2=C1)C=1SC2=C(C1)C=CC=C2